5-(2,4-difluorophenyl)-N-(1-(4-hydroxy-4-methylcyclohexyl)-3-(2-oxo-2-((2-(pyrimidin-2-yl)propan-2-yl)amino)ethyl)azetidin-3-yl)isoxazole-3-carboxamide FC1=C(C=CC(=C1)F)C1=CC(=NO1)C(=O)NC1(CN(C1)C1CCC(CC1)(C)O)CC(NC(C)(C)C1=NC=CC=N1)=O